2-Bromo-8-chloro-1,5-naphthyridine BrC1=NC2=C(C=CN=C2C=C1)Cl